BrC1=CC(=C(CNC=2OC=C(N2)C2=CC=C(C=C2)C(F)(F)F)C(=C1)OC)OC N-(4-bromo-2,6-dimethoxybenzyl)-4-(4-(trifluoromethyl)phenyl)oxazol-2-amine